2-[(4S)-4-(2,3-dichloro-6-hydroxyphenyl)-2-oxopyrrolidin-1-yl]acetamide ClC1=C(C(=CC=C1Cl)O)[C@@H]1CC(N(C1)CC(=O)N)=O